FC1=C(C(=C2C=CNC2=C1F)SC)OC=1C=CC(=C(C(=O)OCC(=O)C2(CCOC3=C(C=CC=C23)CCC(=O)OCC)C)C1)F [2-[8-(3-ethoxy-3-oxo-propyl)-4-methyl-chroman-4-yl]-2-oxo-ethyl] 5-[(6,7-difluoro-4-methylsulfanyl-1H-indol-5-yl)oxy]-2-fluoro-benzoate